6-methoxy-N-(3,4-dimethylphenyl)-2-(2-pyridyl)-5-(trifluoromethyl)-4-pyrimidinamine COC1=C(C(=NC(=N1)C1=NC=CC=C1)NC1=CC(=C(C=C1)C)C)C(F)(F)F